COC1=C(C=CC=C1C1=NN(C=N1)C)NC1=C(N=NC=C1)C(=O)NC 4-((2-methoxy-3-(1-methyl-1H-1,2,4-triazol-3-yl)phenyl)amino)-N-methylpyridazine-3-carboxamide